Tert-butyl 4-[1-[7-([2-fluoro-4-[3-(hydroxymethyl)pyrazol-1-yl]phenyl]amino)-1,6-naphthyridin-2-yl]-2-hydroxyethyl]piperidine-1-carboxylate FC1=C(C=CC(=C1)N1N=C(C=C1)CO)NC1=NC=C2C=CC(=NC2=C1)C(CO)C1CCN(CC1)C(=O)OC(C)(C)C